2-{[2-({4-[1-(1,1-dioxo-1λ6-thiazin-4-yl)pyrazol-4-yl]-2-methoxyphenyl}amino)-5-(trifluoromethyl)pyrimidin-4-yl]amino}-N-methylbenzamide O=S1(NC=C(C=C1)N1N=CC(=C1)C1=CC(=C(C=C1)NC1=NC=C(C(=N1)NC1=C(C(=O)NC)C=CC=C1)C(F)(F)F)OC)=O